C(C)(C)C1=NN(C2=C(C=CC=C12)C(C(=O)OC(C)(C)C)N1CC(C1)OCCCCCC1=NC=2NCCCC2C=C1)C tert-butyl 2-(3-isopropyl-1-methyl-1H-indazol-7-yl)-2-(3-(5-(5,6,7,8-tetrahydro-1,8-naphthyridin-2-yl)pentyloxy)azetidin-1-yl)acetate